N-(((1S,2S)-2-aminocyclopentyl)methyl)-4-(5-methyl-7H-pyrrolo[2,3-d]pyrimidin-4-yl)-3,4-dihydro-2H-1,4-thiazine-6-carboxamide N[C@@H]1[C@@H](CCC1)CNC(=O)C1=CN(CCS1)C=1C2=C(N=CN1)NC=C2C